ClC=1C=C(C=CC1)N1C(CN(CC1)C(=O)C1=CC(=C(C=C1)S(=O)CC(=O)OCC)F)(C)C Ethyl 2-((4-(4-(3-chlorophenyl)-3,3-dimethylpiperazine-1-carbonyl)-2-fluorophenyl)sulfinyl)acetate